C(C1=CC=CC=C1)N1CCC2(CCNCC2O)CC1 9-Benzyl-3,9-diazaspiro[5.5]undecan-1-ol